2-(3-(2-(((S)-((R)-7-fluoro-2-oxo-1,2,3,4-tetrahydro-1,5-naphthyridin-3-yl)(phenyl)methyl)amino)ethyl)phenyl)-2-methylpropanoic acid FC1=CN=C2C[C@@H](C(NC2=C1)=O)[C@@H](C1=CC=CC=C1)NCCC=1C=C(C=CC1)C(C(=O)O)(C)C